FC1=C(C=CC(=C1)C(C)(C)O)C=1C=C(SC1)B(O)O (4-(2-fluoro-4-(2-hydroxyprop-2-yl)phenyl)thiophen-2-yl)boronic acid